FC1=C(C=CC(=C1F)C=1C(=NN(C1)CC(NC1=NC=CC=N1)=O)C)C1=CN=C(N1C)C(=O)N 5-[2,3-difluoro-4-[3-methyl-1-[2-oxo-2-(pyrimidin-2-ylamino)ethyl]pyrazol-4-yl]phenyl]-1-methyl-imidazole-2-carboxamide